2,6,3'-trihydroxy-4'-methoxy-2-benzylcoumaranone COC1=C(C=C(C=C1)CC2(C(=O)C3=C(O2)C=C(C=C3)O)O)O